NC1=C(N=CC(=N1)C=1C=C2C=CN(C(C2=CC1F)=O)CCC[C@H](C)NC=1C=NNC(C1C(F)(F)F)=O)C(F)(F)F (S)-6-(6-amino-5-(trifluoromethyl)pyrazin-2-yl)-7-fluoro-2-(4-((6-oxo-5-(trifluoromethyl)-1,6-dihydropyridazin-4-yl)amino)pentyl)isoquinolin-1(2H)-one